C1CN=NN1 triazoleN